ClC1=C(C=C(C=C1OC)OC)C1=CC2=C(N=C(N=C2)SC)N(C1=O)C 6-(2-chloro-3,5-dimethoxyphenyl)-8-methyl-2-(methylthio)pyrido[2,3-d]pyrimidin-7(8H)-one